FC(C1=C(N=NC(=C1)N1C[C@H](OCC1)CO)C1=C(C=C(C=C1C)C(F)(F)F)O)F 2-[4-(difluoromethyl)-6-[(2S)-2-(hydroxymethyl)morpholin-4-yl]pyridazin-3-yl]-3-methyl-5-(trifluoromethyl)phenol